NC1=C(C=C(C(=C1Cl)N1CCC(CC1)(F)F)Cl)NC(C(CC(=O)O)C1=CC=C(C=C1)S(=O)(=O)CC)=O.C1(C=CC=C1)CC(C[Si](C)(C)C)=C [2-(cyclopentadienylmethyl)allyl]Trimethylsilane 4-((2-amino-3,5-dichloro-4-(4,4-difluoropiperidin-1-yl)phenyl)amino)-3-(4-(ethylsulfonyl)phenyl)-4-oxobutanoate